C(C)(C)(C)OC([C@@H](C[Si](C)(C)C)N=C(C1=CC=CC=C1)C1=CC=CC=C1)=O (S)-2-(diphenylmethyleneamino)-3-(trimethylsilyl)propionic acid tert-butyl ester